C(C)P(O)(=O)CCC1CCCCC1 ethyl-(cyclohexylethyl)phosphinic acid